FC1=NC=CC2=C1CC1CCC2N1C(=O)NC1=CC=C(C=C1)OC(F)(F)F 1-fluoro-N-(4-(trifluoromethoxy)phenyl)-6,7,8,9-tetrahydro-5H-5,8-epiminocyclohepta[c]-pyridine-10-carboxamide